N1C=C(C2=CC=CC=C12)CC(CCC(C)C)C=1C2=C(SC1C(=O)N)C=C(C=C2)N2CCN(CC2)C (1-(1H-indol-3-yl)-5-methylhexan-2-yl)-6-(4-methylpiperazin-1-yl)benzo[b]thiophene-2-carboxamide